2-hydroxybutyl-carnitine OC(CC(O)(C[N+](C)(C)C)CC([O-])=O)CC